N-[3-Fluoro-4-[(6-methoxy-1,7-naphthyridin-4-yl)oxy]phenyl]-5-(4-fluorophenyl)-4-hydroxy-6-methylpyridine-3-carboxamide FC=1C=C(C=CC1OC1=CC=NC2=CN=C(C=C12)OC)NC(=O)C=1C=NC(=C(C1O)C1=CC=C(C=C1)F)C